CN1C(SC2=C1C=CC(=C2)C2=NC(=CN=C2)N2CC1(C2)CN(C1)C(C1=CN=C(C=C1)C)=O)=O 3-methyl-6-(6-(6-(6-methylnicotinoyl)-2,6-diazaspiro[3.3]heptane-2-yl)pyrazin-2-yl)benzo[d]thiazol-2(3H)-one